S1C=NC2=C1C=CC(=C2)C(C)NC(C)C2CCOCC2 1-(benzo[d]thiazol-5-yl)-N-(1-(tetrahydro-2H-pyran-4-yl)ethyl)ethan-1-amine